6-(2-(3-(benzyloxy)phenyl)-2-hydroxyacetyl)-2-(1-(3-chlorophenyl)cyclopropyl)-3,5,6,7,8,9-hexahydro-4H-pyrimido[5,4-c]azepin-4-one C(C1=CC=CC=C1)OC=1C=C(C=CC1)C(C(=O)N1CC2=C(CCC1)N=C(NC2=O)C2(CC2)C2=CC(=CC=C2)Cl)O